[Eu+3].FC(C(CC(=O)C=1SC=CC1)=O)(F)F.FC(C(CC(=O)C=1SC=CC1)=O)(F)F.FC(C(CC(=O)C=1SC=CC1)=O)(F)F tris[4,4,4-trifluoro-1-(2-thienyl)-1,3-butanedione] europium(III)